FC=1C=C(C=CC1)C1(CCC(C(C1)C(=O)[O-])=O)C 5-(3-fluorophenyl)-5-methyl-2-oxocyclohexane-1-carboxylate